2-(5-bromo-2-isopropyl-4-methoxy-phenoxy)-3-methoxy-acrylonitrile BrC=1C(=CC(=C(OC(C#N)=COC)C1)C(C)C)OC